2-methyl-4-(6-(trifluoromethyl)pyrazin-2-yl)benzamide CC1=C(C(=O)N)C=CC(=C1)C1=NC(=CN=C1)C(F)(F)F